C1(CC1)C(CCNC(OC(C)(C)C)=O)C[C@H]([C@@H](C)NC(OC(C)(C)C)=O)CNC1=CC(=C(C=C1)S(N(C1=NC=NS1)CC1=C(C=C(C=C1)OC)OC)(=O)=O)F Di-tert-butyl ((5S,6R)-3-cyclopropyl-5-(((4-(N-(2,4-dimethoxybenzyl)-N-(1,2,4-thiadiazol-5-yl)sulfamoyl)-3-fluorophenyl)amino)methyl)heptane-1,6-diyl)dicarbamate